(rel)-(1R,2R)-N-(isoquinolin-6-yl)-2-(4-(piperazin-1-ylsulfonyl)phenyl)cyclopropane-1-carboxamide dihydrochloride Cl.Cl.C1=NC=CC2=CC(=CC=C12)NC(=O)[C@H]1[C@@H](C1)C1=CC=C(C=C1)S(=O)(=O)N1CCNCC1 |o1:15,16|